C(#N)C(CCC(=O)O)(C)SC(=S)SCCCCCCCCCCCC 4-cyano-4-[(dodecylmercaptothiocarbonyl)mercapto]pentanoic acid